2,5-dimethyl-3,4-bis(α-hydroxyisopropyl)furan CC=1OC(=C(C1C(C)(C)O)C(C)(C)O)C